CC(=C[SiH2]C1=CC=C(C=C1)[SiH2]C=C(C)C)C 1,4-bis(dimethylvinylsilyl)benzene